6-(3-Methoxyphenyl)-5,7-dimethyl-2-phenyl-2,6-dihydro-1H-pyrrolo[3,4-d]pyridazin-1-one COC=1C=C(C=CC1)N1C(=C2C(N(N=CC2=C1C)C1=CC=CC=C1)=O)C